2,6-Bis-[3,5-dimethyl-2-hydroxyphenyl-methyl]-4-methylphenol CC=1C(=C(C=C(C1)C)CC1=C(C(=CC(=C1)C)CC1=C(C(=CC(=C1)C)C)O)O)O